2,6-bis(1-hydroxypropan-2-yl)pyrrolo[3,4-f]isoindole-1,3,5,7(2H,6H)-tetraone OCC(C)N1C(C2=CC=3C(N(C(C3C=C2C1=O)=O)C(CO)C)=O)=O